(3-methoxyphenyl)-4-(methylamino)-5H-naphtho[1,8-cd]isothiazol-5-one-1,1-dioxide COC=1C=C(C=CC1)C1=C(C(C2=CC=CC3=C2C1=NS3(=O)=O)=O)NC